O=C1NC(CC[C@@H]1N1C(C2=CC=C(C(=C2C1)F)N1CCC(CC1)C=O)=O)=O (S)-1-(2-(2,6-dioxopiperidin-3-yl)-4-fluoro-1-oxoisoindolin-5-yl)piperidine-4-carbaldehyde